piperidine-1-carboxylic acid 1-[(2,2-dimethylpropionyl) oxy]-2-methylpropyl ester CC(C(=O)OC(C(C)C)OC(=O)N1CCCCC1)(C)C